COC1=CC=C(C=C1)CN(C1=CC(=CC(=N1)C1=C(C=C2C(=NC(=NC2=C1F)F)N1CC2CCC(C1)N2C(=O)OC(C)(C)C)Cl)C)CC2=CC=C(C=C2)OC tert-butyl 3-[7-[6-[bis[(4-methoxyphenyl)methyl]amino]-4-methyl-2-pyridyl]-6-chloro-2,8-difluoro-quinazolin-4-yl]-3,8-diazabicyclo[3.2.1]octane-8-carboxylate